2'-Chloro-3',6-difluoro-5-(2-methoxyethoxy)-5'-(2-oxo-1-phenylethyl)-[1,1'-biphenyl]-2-carbonitrile ClC1=C(C=C(C=C1F)C(C=O)C1=CC=CC=C1)C=1C(=CC=C(C1F)OCCOC)C#N